ACRIDIN C1=CC=CC2=NC3=CC=CC=C3C=C12